4-fluoro-1-[2-(2-methylphenoxy)acetyl]-N-{phenyl[4-(propan-2-yl)phenyl]methyl}pyrrolidine-2-carboxamide FC1CC(N(C1)C(COC1=C(C=CC=C1)C)=O)C(=O)NC(C1=CC=C(C=C1)C(C)C)C1=CC=CC=C1